1-cyclopropyl-6,7-difluoro-3-({[(2-methylpyridin-4-yl)methyl][(3S)-1-(pyrazin-2-yl)piperidin-3-yl]amino}methyl)-1,4-dihydroquinolin-4-one C1(CC1)N1C=C(C(C2=CC(=C(C=C12)F)F)=O)CN([C@@H]1CN(CCC1)C1=NC=CN=C1)CC1=CC(=NC=C1)C